BrC=1C=C(C(=NC1)NC)N 5-bromo-N-methylpyridine-2,3-diamine